C(#N)C1=CC=C(C=C1)C1=CN=C2N1C=CC(=C2)C(=O)NCC=2N=C1N(C=CC=C1)C2 3-(4-cyanophenyl)-N-(imidazo[1,2-a]pyridin-2-ylmethyl)imidazo[1,2-a]pyridine-7-carboxamide